C(C)(C)C=1N2C(SC1C(=O)OCC)=CC(=N2)C Ethyl 3-isopropyl-6-methylpyrazolo[5,1-b][1,3]thiazole-2-carboxylate